OC[C@@H]1CN(CCC1)CC=1C=C(C(N(C1)CC(F)(F)F)=O)C(=O)NC1=CC(=CC=C1)C(CC1=NN=CN1C)(C)C (S)-5-((3-(hydroxymethyl)piperidin-1-yl)methyl)-N-(3-(2-methyl-1-(4-methyl-4H-1,2,4-triazol-3-yl)propan-2-yl)phenyl)-2-oxo-1-(2,2,2-trifluoroethyl)-1,2-dihydropyridine-3-carboxamide